[C-]#N.[NH4+] mono-ammonium cyanide